N-methyl-benzyl-amide C[N-]CC1=CC=CC=C1